C(#N)C(C)N1N=C(C(=C1)C1=CN=C2N1C=CN=C2NC2=CC(=C(C(=O)NCCOCCN1CCOCC1)C=C2)CC)C(F)(F)F 4-((3-(1-(1-cyanoethyl)-3-(trifluoromethyl)-1H-pyrazol-4-yl)imidazo[1,2-a]pyrazin-8-yl)amino)-2-ethyl-N-(2-(2-morpholinoethoxy)ethyl)benzamide